{1-[1-(3-phenoxybenzyl)piperidin-4-yl]-3-[4-(7H-pyrrolo[2,3-d]pyrimidin-4-yl)-1H-pyrazol-1-yl]azetidin-3-yl}acetonitrile O(C1=CC=CC=C1)C=1C=C(CN2CCC(CC2)N2CC(C2)(N2N=CC(=C2)C=2C3=C(N=CN2)NC=C3)CC#N)C=CC1